C(CCCCCCC\C=C/C\C=C/CCCCC)(=O)OCCC(CCOC(CCC(OCCCC\C=C/CC)OCCCC\C=C/CC)=O)OC(=O)OCCCN(C)C 5-((4,4-bis(((Z)-oct-5-en-1-yl)oxy)butanoyl)oxy)-3-(((3-(dimethylamino)propoxy)carbonyl)oxy)pentyl (9Z,12Z)-octadeca-9,12-dienoate